Tert-butyl 4-({3-chloro-7H-imidazo[4,5-c]pyridazin-7-yl}methyl)-4-fluoropiperidine-1-carboxylate ClC1=CC2=C(N=N1)N(C=N2)CC2(CCN(CC2)C(=O)OC(C)(C)C)F